2-[(2R,5S)-2,5-Dimethylpyrrolidin-1-yl]-6-(3-ethoxy-5-fluorophenyl)-N-(1H-pyrazol-5-ylsulfonyl)pyridin-3-carboxamid C[C@H]1N([C@H](CC1)C)C1=NC(=CC=C1C(=O)NS(=O)(=O)C1=CC=NN1)C1=CC(=CC(=C1)F)OCC